BrC1=NC=C(C=C1)SCC 2-bromo-5-(ethylsulfanyl)pyridine